isobutyl 5-fluoro-3-(1-((1-(2-((4-(2-fluoropyridin-3-yl)phenyl)sulfonamido)ethyl)piperidin-4-yl)methyl)-1H-1,2,3-triazol-4-yl)-1H-indole-2-carboxylate FC=1C=C2C(=C(NC2=CC1)C(=O)OCC(C)C)C=1N=NN(C1)CC1CCN(CC1)CCNS(=O)(=O)C1=CC=C(C=C1)C=1C(=NC=CC1)F